FC=1C=C(C=CC1)CCC(=O)NC1=NC=CC(=C1)C1=C(C=C(C=C1)OC)[N+](=O)[O-] 3-(3-fluorophenyl)-N-(4-(4-methoxy-2-nitrophenyl)pyridin-2-yl)propanamide